ClC=1C=C(C(=O)NC2(CC2)C)C=CC1F 3-chloro-4-fluoro-N-(1-methylcyclopropyl)benzamide